CC1=NN(C(C2=CC(=CC=C12)N1CCC(CC1)N1CCNCC1)=O)C1C(NC(CC1)=O)=O 3-{4-methyl-1-oxo-7-[4-(piperazin-1-yl)piperidin-1-yl]-1,2-dihydrophthalazin-2-yl}piperidine-2,6-dione